Fmoc-D-Lysine t-butyl ester C(C)(C)(C)OC([C@H](NC(=O)OCC1C2=CC=CC=C2C2=CC=CC=C12)CCCCN)=O